NC(CC[C@@H]1C(N2C(N(O1)C(=O)NCCC(C1=CC=CC=C1)C1=CC=CC=C1)CN(C([C@@H]2CC2=CC=CC=C2)=O)CC2=CC=CC1=CC=CC=C21)=O)=O (3R,6S)-3-(3-amino-3-oxopropyl)-6-benzyl-N-(3,3-diphenylpropyl)-8-(naphthalen-1-ylmethyl)-4,7-dioxohexahydropyrazino[2,1-c][1,2,4]oxadiazine-1(6H)-carboxamide